ClC1=C(C(=CC=C1)F)B(O)O 2-CHLORO-6-FLUOROPHENYLBORONIC ACID